FC1=C(C=CC=C1)C1=CC=C(C=C1)C1CC(CC1)C(=O)NC1=CC=C(C=C1)O 3-(2'-fluoro-[1,1'-biphenyl]-4-yl)-N-(4-hydroxyphenyl)cyclopentane-1-carboxamide